1-{[(3R)-4-methylmorpholin-3-yl]methyl}-1H-pyrazol-4-amine CN1[C@@H](COCC1)CN1N=CC(=C1)N